N-[3-(4-amino-5-{3-Fluoro-4-[(6-methylpyridin-2-yl)oxy]phenyl}-7,8-dihydro-6H-imidazo[2',3':5,1]pyrrolo[2,3-d]pyrimidin-6-yl)-2-methoxyphenyl]-2-methylprop-2-enamide NC=1C2=C(N=CN1)N1C(=C2C2=CC(=C(C=C2)OC2=NC(=CC=C2)C)F)N(CC1)C=1C(=C(C=CC1)NC(C(=C)C)=O)OC